BrC=1C(=NC(=CC1NC(=O)SNC(C1=CC=CC=C1)=O)C)C N-((3-bromo-2,6-dimethylpyridin-4-yl)carbamoyl-thio)benzamide